FC1=CC(=CC(=N1)NC(C)=O)I N-(6-fluoro-4-iodopyridin-2-yl)acetamide